6-METHOXY-2-ETHYLPYRIDINE-3-BORONIC ACID COC1=CC=C(C(=N1)CC)B(O)O